1,4-phenylenebis(phosphonic acid) C1(=CC=C(C=C1)P(O)(O)=O)P(O)(O)=O